1,5-pentanediol bis(3,4-epoxycyclohexane-carboxylate) C1(CC2C(CC1)O2)C(=O)OCCCCCOC(=O)C2CC1C(CC2)O1